ClC=1C=C(OC2CCN(CC2)C2(CCOCC2)C(=O)N[C@@H](C)C2=CC=C(C(=O)OC)C=C2)C=CC1 Methyl 4-[(1S)-1-[[4-[4-(3-chlorophenoxy)-1-piperidyl]tetrahydropyran-4-carbonyl]amino]ethyl]benzoate